C(C1=CC=CC=C1)OC(=O)N[C@@H](C(=O)OC)CNC(C1=CC(=CC(=C1)C1=CN=NN1CCC)F)=O (R)-methyl 2-(((benzyloxy)carbonyl)amino)-3-(3-fluoro-5-(1-propyl-1H-1,2,3-triazol-5-yl)benzamido)propanoate